Butyl N-formylanthranilate C(=O)NC=1C(C(=O)OCCCC)=CC=CC1